C(C=C)N1[C@@H](CC1)CN1C2=C(OC[C@]3(CCCC4=CC(=CC=C34)Cl)C1)C=CC(=C2)C(=O)O (S)-5-(((S)-1-allylazetidin-2-yl)methyl)-6'-chloro-3',4,4',5-tetrahydro-2H,2'H-spiro[benzo[b][1,4]oxazepine-3,1'-naphthalene]-7-carboxylic acid